FC(C(=O)O)(F)F.FC=1C=C(C=CC1NC(C)=O)C1=C(C(=CC=C1)C1=CC(=NO1)N1CCN(CC1)C(C)C)O N-(3-fluoro-2'-hydroxy-3'-(3-(4-isopropylpiperazin-1-yl)isoxazol-5-yl)-[1,1'-biphenyl]-4-yl)acetamide 2,2,2-trifluoroacetate